4-METHYL-2H-CHROMEN-2-ONE CC1=CC(OC2=CC=CC=C12)=O